2-(3-fluoro-5-isopropyl-2-methoxyphenyl)-2-((S)-3-(methyl(5-(5,6,7,8-tetrahydro-1,8-naphthyridin-2-yl)pentyl)amino)pyrrolidin-1-yl)acetic acid FC=1C(=C(C=C(C1)C(C)C)C(C(=O)O)N1C[C@H](CC1)N(CCCCCC1=NC=2NCCCC2C=C1)C)OC